2,2'-(perfluoronaphthalene-2,6-diylidene)dipropionitrile FC=1C(C(=C(C2=C(C(C(=C(C12)F)F)=C(C#N)C)F)F)F)=C(C#N)C